BrC1=CC=C(C=C1)N1N=CC(NC1=O)=O 2-(4-bromophenyl)-1,2,4-triazine-3,5(2H,4H)-dione